ClC1=CC=C2NC=3CC(CC(C3C(C2=C1)=O)=O)C=1N=C(SC1)OC1=CC=C(C=C1)OC(F)(F)F 7-chloro-3-(2-(4-(trifluoromethoxy)phenoxy)thiazol-4-yl)-3,4-dihydroacridine-1,9(2H,10H)-dione